2-(hept-6-en-1-yloxy)ethan-1-ol C(CCCCC=C)OCCO